FC1=C(C=O)C=CC(=C1F)C1=CSC(=C1)C 2,3-difluoro-4-(5-methylthiophen-3-yl)benzaldehyde